C(C)N(C1=CC=C(C=C2CC(CC2)=CC2=CC=C(C=C2)N(CC)CC)C=C1)CC 2,5-bis(4'-diethylaminobenzal)cyclopentane